2-Phenylimidazolin C1(=CC=CC=C1)C=1NCCN1